C(#N)C1=C(C=CC=C1)[C@H]([C@H](C)C=1N(C(C(=C(N1)C(=O)NC=1C=NOC1)O)=O)C)C=1C(=NN(C1)C)F 2-((1S,2S)-1-(2-cyanophenyl)-1-(3-fluoro-1-methyl-1H-pyrazol-4-yl)propan-2-yl)-5-hydroxy-N-(isoxazol-4-yl)-1-methyl-6-oxo-1,6-dihydropyrimidine-4-carboxamide